2-[2-hydroxy-4-[3-(2-ethylhexyl-oxy)-2-hydroxypropoxy]phenyl]-4,6-bis(2,4-dimethylphenyl)triazine OC1=C(C=CC(=C1)OCC(COCC(CCCC)CC)O)N1NC(=CC(=N1)C1=C(C=C(C=C1)C)C)C1=C(C=C(C=C1)C)C